(2-chloropyridin-4-yl)-piperidin-1-yl-methanone ClC1=NC=CC(=C1)C(=O)N1CCCCC1